1-Dodecyl-1-butylpiperidinium methansulfonat CS(=O)(=O)[O-].C(CCCCCCCCCCC)[N+]1(CCCCC1)CCCC